S1C(=CC=C1)C1OCCCC1 2-(2-thienyl)-tetrahydropyran